[N-](S(=O)(=O)C(F)(F)F)S(=O)(=O)C(F)(F)F.C(C)[N+]1=CC=C(C=C1)C1=CC=[N+](C=C1)CC.[N-](S(=O)(=O)C(F)(F)F)S(=O)(=O)C(F)(F)F 1,1'-diethyl-4,4'-bipyridinium bis(trifluoromethane)sulfonimide